(1R,3S,5R)-2-(2-(3-acetyl-7-methyl-5-(2-methylpyrimidin-5-yl)-1H-indazol-1-yl)acetyl)-5-methyl-N-(1-(2,2,2-trifluoroethyl)-1H-pyrazol-3-yl)-2-azabicyclo[3.1.0]hexane-3-carboxamide C(C)(=O)C1=NN(C2=C(C=C(C=C12)C=1C=NC(=NC1)C)C)CC(=O)N1[C@@H]2C[C@@]2(C[C@H]1C(=O)NC1=NN(C=C1)CC(F)(F)F)C